C(C1=C(C(=CC(=C1)Cl)Br)O)C1=C(C(=CC(=C1)Cl)Br)O 2,2'-methylene-bis(6-bromo-4-chloro-phenol)